N1CC(CCC1)C1=CC=CC(=N1)C=1C=NN2C1C=C(C=C2)NC(COC2=NC=CC=C2)=O N-(3-(6-(piperidin-3-yl)pyridin-2-yl)pyrazolo[1,5-a]pyridin-5-yl)-2-(pyridin-2-yloxy)acetamide